N-[(2S,3R)-1-(bicyclo[1.1.1]pentane-1-carbonyl)-4,4-difluoro-2-{[3-(6-methoxy-pyridin-2-yl)phenyl]methyl}pyrrolidin-3-yl]ethanesulfonamide C12(CC(C1)C2)C(=O)N2[C@H]([C@H](C(C2)(F)F)NS(=O)(=O)CC)CC2=CC(=CC=C2)C2=NC(=CC=C2)OC